(3-(6-((1,1-dimethyl-1,2,3,4-tetrahydroisoquinolin-6-yl)amino)-2-isopropyl-3-oxo-2,3-dihydro-1H-pyrazolo[3,4-d]pyrimidin-1-yl)phenyl)cyclopropane-1-carbonitrile CC1(NCCC2=CC(=CC=C12)NC1=NC=C2C(=N1)N(N(C2=O)C(C)C)C=2C=C(C=CC2)C2(CC2)C#N)C